ClC1=C(C=CC(=C1OC=1C(=C2C(N(C=NC2=CC1)C)=O)Cl)F)NS(=O)(=O)N1C[C@H](CC1)F (S)-N-(2-chloro-3-((5-chloro-3-methyl-4-oxo-3,4-dihydroquinazolin-6-yl)oxy)-4-fluorophenyl)-3-fluoropyrrolidine-1-sulfonamide